C(#N)C(C(=O)NCCCC[C@@H](C(=O)N[C@@H](CC(C)C)B(O)O)NC(C1=NC(=CC=C1)O)=O)=CC(C)C ((R)-1-((S)-6-(2-cyano-4-methylpent-2-enoylamino)-2-(6-hydroxypicolinamido)hexanamido)-3-methylbutyl)boronic acid